(±)-methyl 4-(2-amino-1-methyl-2-oxo-ethyl)-3-chloro-benzoate NC([C@H](C)C1=C(C=C(C(=O)OC)C=C1)Cl)=O |r|